6-(2-(3-(tert-butyl)phenyl)-2-hydroxyacetyl)-2-(1-phenylcyclopropyl)-3,5,6,7,8,9-hexahydro-4H-pyrimido[5,4-c]azepin-4-one C(C)(C)(C)C=1C=C(C=CC1)C(C(=O)N1CC2=C(CCC1)N=C(NC2=O)C2(CC2)C2=CC=CC=C2)O